NC1=NN2C(N=C(C=C2)C=2C=C3CN(C(C3=C(C2)NS(=O)(=O)C)=O)[C@@H](C)C2CC2)=C1C(=O)NC1=CC(=NC(=C1)C)C (S)-2-amino-5-(2-(1-cyclopropylethyl)-7-(methylsulfonamido)-1-oxoisoindolin-5-yl)-N-(2,6-dimethylpyridin-4-yl)pyrazolo[1,5-a]pyrimidine-3-carboxamide